FC=1C(=C(C=CC1)C1=C(NC2=CC=CC=C12)C(=O)OCC)C=O ethyl 3-(3-fluoro-2-formylphenyl)-1H-indole-2-carboxylate